tert-butyl 4-[4-[[7-oxo-8-[rac-(1S,2S)-2-hydroxy-2-methyl-cyclopentyl]pyrido[2,3-d]pyrimidin-2-yl]amino]phenyl]sulfonylpiperidine-1-carboxylate O=C1C=CC2=C(N=C(N=C2)NC2=CC=C(C=C2)S(=O)(=O)C2CCN(CC2)C(=O)OC(C)(C)C)N1[C@@H]1[C@@](CCC1)(C)O |r|